4-{2-bromo-4-{[dimethyl(oxo)-λ6-sulfanylidene]amino}phenoxy}-3-fluorobenzonitrile BrC1=C(OC2=C(C=C(C#N)C=C2)F)C=CC(=C1)N=S(=O)(C)C